COC1=CC=C(CN2CCN(CC2)C=2SC3=C(N=CNC3=O)N2)C=C1 2-(4-(4-methoxybenzyl)piperazin-1-yl)thiazolo[4,5-d]Pyrimidin-7(6H)-one